4-(2-(4-carboxy-2-((phenylmethyl)sulfonamido)phenoxy)ethyl)morpholin-4-ium chloride [Cl-].C(=O)(O)C1=CC(=C(OCC[NH+]2CCOCC2)C=C1)NS(=O)(=O)CC1=CC=CC=C1